3,9-dimethyl-3,4,7,15-tetraazatricyclo[12.3.1.02,6]Octadec-1(18),2(6),4,14,16-pentaen-8-one CN1C=2C=3C=CN=C(CCCCC(C(NC2C=N1)=O)C)C3